C1(CC1)C#CC=1C(=NC=CC1)N1C=C(C=2C1=NC=C(C2)C=2C(=NOC2C)C)C2=C(C=C(C(=O)O)C=C2)OC(F)(F)F 4-(1-(3-(cyclopropylethynyl)pyridin-2-yl)-5-(3,5-dimethylisoxazol-4-yl)-1H-pyrrolo[2,3-b]pyridin-3-yl)-3-(trifluoromethoxy)benzoic acid